(R)-3-(bromomethyl)piperidine-1-carboxylic acid tert-butyl ester C(C)(C)(C)OC(=O)N1C[C@@H](CCC1)CBr